rac-(3S)-3-[7-(2-methoxy-4,6-dimethyl-phenyl)-2-[rac-(3S)-1-methyl-3-piperidyl]-1,8-naphthyridin-4-yl]-1-methyl-pyrrolidin-2-one COC1=C(C(=CC(=C1)C)C)C1=CC=C2C(=CC(=NC2=N1)[C@@H]1CN(CCC1)C)[C@H]1C(N(CC1)C)=O |r|